3-{[tert-butyl-(diphenyl)silyl]oxy}propionic acid C(C)(C)(C)[Si](OCCC(=O)O)(C1=CC=CC=C1)C1=CC=CC=C1